CN(C1=CC(=NC2=CC=CC=C12)C)C1=CC=C(C=C1)C N,2-dimethyl-N-(4-methylphenyl)quinolin-4-amine